sodium benzoate p-toluate C1(=CC=C(C=C1)C(=O)[O-])C.C(C1=CC=CC=C1)(=O)O.[Na+]